[Na+].C(\C=C/C(=O)[O-])(=O)[O-].[Na+] maleic acid-sodium salt